(R and S)-5-(5-(2-(ethoxymethoxy)-6-methyl-4-(trifluoromethyl)phenyl)-2H-[1,2,3]triazolo[4,5-b]pyridin-2-yl)piperidin-2-one C(C)OCOC1=C(C(=CC(=C1)C(F)(F)F)C)C=1C=CC=2C(N1)=NN(N2)[C@@H]2CCC(NC2)=O |r|